3-Bromobenzaldehyde-O-(1-methyl-1H-imidazole-5-carbonyl) oxime CN1C=NC=C1C(=O)ON=CC1=CC(=CC=C1)Br